2-{5-(difluoromethoxy)-7-[(1s,3s)-3-hydroxy-3-methylcyclobutyl]-7H-pyrrolo[2,3-c]pyridazin-3-yl}-3-methyl-5-(trifluoromethyl)phenol FC(OC1=CN(C=2N=NC(=CC21)C2=C(C=C(C=C2C)C(F)(F)F)O)C2CC(C2)(C)O)F